2-(1H-benzo[d][1,2,3]triazol-1-yl)-N-(2,3-dihydro-1H-inden-2-yl)acetamide N1(N=NC2=C1C=CC=C2)CC(=O)NC2CC1=CC=CC=C1C2